Silicon-selenium-zinc [Zn].[Se].[Si]